1-((2R,5S)-4-(6-chloro-2-(3-(dimethylamino)azetidin-1-yl)-8-fluoro-7-(5-methyl-1H-indol-4-yl)quinazolin-4-yl)-2,5-dimethylpiperazin-1-yl)prop-2-en-1-one ClC=1C=C2C(=NC(=NC2=C(C1C1=C2C=CNC2=CC=C1C)F)N1CC(C1)N(C)C)N1C[C@H](N(C[C@@H]1C)C(C=C)=O)C